potassium octanoyl sarcosinate N(C)CC(=O)OC(CCCCCCC)=O.[K]